The molecule is a member of the class of 1-benzofurans that is 1-benzofuran substituted by a hydroxy group at position 5, a prenyl group at position 6 and a pent-1-en-1-yl group at position 2. Isolated from Chaetomium globosum, it exhibits radical scavenging activity. It has a role as a radical scavenger and a Chaetomium metabolite. It is a member of 1-benzofurans, an aldehyde and a member of phenols. CCC/C=C/C1=CC2=C(O1)C=C(C(=C2C=O)O)CC=C(C)C